methyl 4-bromo-2-(bromomethyl)-5-fluoro-benzoate BrC1=CC(=C(C(=O)OC)C=C1F)CBr